C(CCCCCCCC1C(CCCCCCCC)O1)(=O)OCC ethyl 9,10-epoxystearate